Kalium dihydrogenphosphat P(=O)(O)(O)[O-].[K+]